COC1=NC=NC(=C1C1=CN(C2=NC(=CC=C21)NC(=O)NCCN2CCN(CC2)C(=O)OC(C)(C)C)COCC[Si](C)(C)C)OC tert-butyl 4-[2-([[3-(4,6-dimethoxypyrimidin-5-yl)-1-[[2-(trimethylsilyl)ethoxy]methyl]pyrrolo[2,3-b]pyridin-6-yl]carbamoyl]amino)ethyl]piperazine-1-carboxylate